COC1=C(OC2CCN(CC2)C=2C3=C(N=CN2)CN(C3)C#N)C=CC=C1 4-(4-(2-methoxyphenoxy)piperidin-1-yl)-5,7-dihydro-6H-pyrrolo[3,4-d]pyrimidine-6-carbonitrile